tert-butyl (S)-(4-(3-chloro-4-(2-chloro-3-((3-fluoro-4-(((3-fluoropropyl)amino)methyl)pyridin-2-yl)amino)phenyl)pyridin-2-yl)-2-methoxybenzyl)((5-oxopyrrolidin-2-yl)methyl)carbamate ClC=1C(=NC=CC1C1=C(C(=CC=C1)NC1=NC=CC(=C1F)CNCCCF)Cl)C1=CC(=C(CN(C(OC(C)(C)C)=O)C[C@H]2NC(CC2)=O)C=C1)OC